4,4-difluorocyclohexane-1-carbaldehyde FC1(CCC(CC1)C=O)F